C(C1=CC=CC=C1)N1CC2=C(N(C(N(C2=O)CC2=CC=C(C=C2)Cl)=O)C)CC1 6-Benzyl-3-(4-chlorobenzyl)-1-methyl-5,6,7,8-tetrahydropyrido[4,3-d]pyrimidine-2,4(1H,3H)-dione